1-(((2R,5S)-4-(1-(5-amino-4H-1,2,4-triazol-3-yl)piperidin-4-yl)-5-(4-chlorobenzyl)-morpholin-2-yl)methyl)piperidin-2-one 2,2,2-trifluoroacetate FC(C(=O)O)(F)F.NC=1NC(=NN1)N1CCC(CC1)N1C[C@@H](OC[C@@H]1CC1=CC=C(C=C1)Cl)CN1C(CCCC1)=O